ClC=1C(N(C(=CC1OC([2H])([2H])C1=NC=C(C=C1F)F)C)C1=CC(=NC=C1C)C(=O)[O-])=O (P)-3-chloro-4-((3,5-difluoropyridin-2-yl)methoxy-d2)-5',6-dimethyl-2-oxo-2H-[1,4'-bipyridine]-2'-carboxylate